2-(6-fluoropyridin-2-yl)acetic acid FC1=CC=CC(=N1)CC(=O)O